di-n-propyl-bis-(2-ethoxyethoxy)silane C(CC)[Si](OCCOCC)(OCCOCC)CCC